C1CCC2=C(C=3CCCC3C=C12)NC(=O)NS(=O)(=O)C1CN(C1)CCCB1OC(C(O1)(C)C)(C)C N-((1,2,3,5,6,7-hexahydro-s-indacen-4-yl)carbamoyl)-1-(3-(4,4,5,5-tetramethyl-1,3,2-dioxaborolan-2-yl)propyl)azetidine-3-sulfonamide